CCCCC[C@H]1CCCCCCCCCC(=O)O[C@@H]2[C@H]([C@@H]([C@H](O[C@H]2O[C@H]3[C@@H]([C@H](O[C@H]([C@@H]3O[C@H]4[C@@H]([C@@H]([C@H]([C@@H](O4)C)O)O)OC(=O)[C@@H](C)[C@H](C)O)O[C@@H]5[C@H]([C@@H]([C@H](O[C@H]5O1)C)O)O)CO)O)CO)O)OC(=O)[C@@H](C)CC The molecule is a resin glycoside that is the tetrasaccharide derivative of jalapinolic acid. It has been isolated from Calystegia soldanella. It has a role as a metabolite. It is a resin glycoside, a tetrasaccharide derivative and a macrocyclic lactone. It derives from a jalapinolic acid.